(2E)-2,3-dibromo-1,4-bis(trimethylsiloxy)but-2-ene Br\C(\CO[Si](C)(C)C)=C(/CO[Si](C)(C)C)\Br